C1(CC1)NC1CCN(CC1)C=1C2=CN(N=C2C(=CC1)C(=O)NC=1N=C2N(C=C(N=C2CNS(=O)(=O)CC)C)C1)C 4-[4-(cyclopropylamino)-1-piperidyl]-N-[8-[(ethylsulfonylamino)methyl]-6-methyl-imidazo[1,2-a]pyrazin-2-yl]-2-methyl-indazole-7-carboxamide